N-isopropyl-L-proline C(C)(C)N1[C@@H](CCC1)C(=O)O